BrC=1C=C(C2=CC(=CC=C2C1)C1CC1)CCNC(C(F)F)=O N-(2-(3-bromo-7-cyclopropylnaphthalen-1-yl)ethyl)-2,2-difluoroacetamide